COC=1C=C2C(=NC(=NC2=CC1C#CCCN1CCCCC1)N1CCN(CC1)C)N 6-methoxy-2-(4-methylpiperazine-1-yl)-7-(4-(piperidine-1-yl)-1-butyne-1-yl)quinazoline-4-amine